CCC(C(NC(COCC(=O)N)=O)(CC)CC)(CCCC)CC N'-tetra-2-ethylhexyldiglycolamide